1,1-dimethylethylthiosilane CC(C)(C)S[SiH3]